tert-butyl (trans-2-aminocyclopropyl)carbamate N[C@H]1[C@@H](C1)NC(OC(C)(C)C)=O